C1(=CC=CC=C1)N(C=1C=CC2=C(SC3=C2SC2=C3C=CC=C2)C1)C1=CC=CC=C1 N,N-diphenylbenzo[b]benzo[4,5]thieno[2,3-d]thiophen-2-amine